CN1C(CN(C2=CC=CC=C12)C1=CC=C(C=C1)C(F)(F)F)CN (1-methyl-4-(4-(trifluoromethyl)phenyl)-1,2,3,4-tetrahydroquinoxalin-2-yl)methanamine